2-((1-(9H-purin-6-yl)azetidin-3-yl)methyl)-6-(pyridin-4-yl)pyridazin-3(2H)-one N1=CN=C2NC=NC2=C1N1CC(C1)CN1N=C(C=CC1=O)C1=CC=NC=C1